(R)-3-(4-(4-((S)-3-chloro-2-hydroxypropoxy)phenethyl)-2-methylphenoxy)propane-1,2-diol ClC[C@H](COC1=CC=C(CCC2=CC(=C(OC[C@@H](CO)O)C=C2)C)C=C1)O